C1(CC1)C1=CC(=C(C(=O)NC2=CC(=NC=C2)OCC(CO)O)C=C1C(F)(F)F)OC1=C(C=C(C=C1)F)C 4-Cyclopropyl-N-(2-(2,3-dihydroxypropoxy)pyridin-4-yl)-2-(4-fluoro-2-methylphenoxy)-5-(triFluoromethyl)benzamide